(R)-4-acetyl-1-[7-(4-fluorobenzoyl)-8-methyl-3-(3-Methyl-1,2,4-thiadiazol-5-yl)-5,6,7,8-tetrahydroimidazo[1,5-a]pyrazin-1-yl]piperazine C(C)(=O)N1CCN(CC1)C=1N=C(N2C1[C@H](N(CC2)C(C2=CC=C(C=C2)F)=O)C)C2=NC(=NS2)C